5-((5-(2-methoxy-6-(morpholin-2-ylmethoxy)phenyl)-1H-pyrazol-3-yl)amino)pyrazine-2-carbonitrile COC1=C(C(=CC=C1)OCC1CNCCO1)C1=CC(=NN1)NC=1N=CC(=NC1)C#N